N[C@@H](C=1C=CC2=C(N(C(=N2)C(N[S@](=O)C(C)(C)C)[C@@H]2OCCCC2)COCC[Si](C)(C)C)C1)C1CC1 |o1:18| (R)-N-((6-((R)-amino(cyclopropyl)methyl)-1-((2-(trimethylsilyl)ethoxy)methyl)-1H-benzo[d]imidazol-2-yl)((R*)-tetrahydro-2H-pyran-2-yl)methyl)-2-methylpropane-2-sulfinamide